FC=1C=C(C=CC1)[C@@H](O)[C@@H]1N[C@H](CC1)C1=CC=C(C=C1)OC (R)-(3-Fluorophenyl)((2R,5R)-5-(4-methoxyphenyl)pyrrolidin-2-yl)methanol